F[P-](F)(F)(F)(F)F.C1(=CC=CC=C1)SC1=CC=CC=C1 diphenyl thioether hexafluorophosphate